ClC1=CC(=NC=2N1N=CC2C2CC2)C=2C=NC=C(C2)F 7-chloro-3-cyclopropyl-5-(5-fluoro-3-pyridinyl)pyrazolo[1,5-a]Pyrimidine